9-(2,3-difluoro-6-(2-morpholinothiazol-4-yl)phenoxy)-N-(5-((4-(2,6-dioxopiperidin-3-yl)phenyl)amino)-5-oxopentyl)nonanamide FC1=C(OCCCCCCCCC(=O)NCCCCC(=O)NC2=CC=C(C=C2)C2C(NC(CC2)=O)=O)C(=CC=C1F)C=1N=C(SC1)N1CCOCC1